(R)-6-methoxy-2-methyl-N-(1-(morpholin-2-ylmethyl)-1H-pyrazolo[3,4-d]pyrimidin-6-yl)-1,2,3,4-tetrahydroisoquinolin-7-amine trifluoroacetate FC(C(=O)O)(F)F.COC=1C=C2CCN(CC2=CC1NC1=NC=C2C(=N1)N(N=C2)C[C@H]2CNCCO2)C